Ethyl {[(E)-{5-[3-amino-4-(1,1-difluoroethyl)-2,6-dioxo-3,6-dihydropyrimidin-1(2H)-yl]-2-chloro-4-fluorobenzylidene}amino]oxy}acetate NN1C(N(C(C=C1C(C)(F)F)=O)C=1C(=CC(=C(\C=N\OCC(=O)OCC)C1)Cl)F)=O